CC1=C(C=C(C=C1)OC(F)(F)F)C 1,2-dimethyl-4-trifluoromethoxybenzene